FC1=C(C=C(C=C1)F)S(=O)(=O)C1COC2(C1)CCNCC2 (2S)-3-(2,5-difluorophenylsulphonyl)-1-oxa-8-azaspiro[4.5]decan